C(CCCCCCCCCCCCCCCCC)N1C(=C(C(C2=C(C=C(C=C12)OC)OC)=O)OC)C1=CC(=C(C=C1)OC)OC N-octadecyl-2-(3,4-dimethoxyphenyl)-3,5,7-trimethoxyquinolin-4-one